tert-Butyl ((1S)-(7-((1R)-((2-amino-4,4,4-trifluorobutyl)amino)(cyclopropyl)methyl)imidazo[1,2-b]pyridazin-2-yl)(4,4-difluorocyclohexyl)methyl)carbamate NC(CN[C@@H](C1=CC=2N(N=C1)C=C(N2)[C@H](C2CCC(CC2)(F)F)NC(OC(C)(C)C)=O)C2CC2)CC(F)(F)F